5-carboxy-phenylboronic acid pinacol ester C(=O)(O)C=1C=CC=C(C1)B1OC(C)(C)C(C)(C)O1